2-amino-N-((5-cyano-2-pyridinyl)methyl)-N-((R)-cyclopropyl(2-pyrimidinyl)methyl)-3-methyl-6-quinolinecarboxamide NC1=NC2=CC=C(C=C2C=C1C)C(=O)N([C@@H](C1=NC=CC=N1)C1CC1)CC1=NC=C(C=C1)C#N